1-(3,5-dimethyl-1H-pyrazol-4-yl)-3-((2-(trimethylsilyl)ethoxy)methyl)-dihydropyrimidine-2,4(1H,3H)-dione CC1=NNC(=C1N1C(N(C(CC1)=O)COCC[Si](C)(C)C)=O)C